N-(4-bromophenyl)-3,4-bis(2-butyl-2H-1,2,3,4-tetrazol-5-yl)benzamide BrC1=CC=C(C=C1)NC(C1=CC(=C(C=C1)C=1N=NN(N1)CCCC)C=1N=NN(N1)CCCC)=O